C(C1=CC=CC=C1)OC1=NC(=CC=C1N1C(C2=C3C(C=CC=C13)=C(C=C2)N2C(CCC2)C(F)(F)F)=O)OCC2=CC=CC=C2 1-(2,6-Bis(benzyloxy)pyridin-3-yl)-5-(2-(trifluoromethyl)pyrrolidin-1-yl)benzo[cd]indol-2(1H)-one